C(C)(C)(C)OC(=O)N1CCC(CC1)N1N=C(C=C1)I.FC=1C=CC(=C(C1)CC)NC1=CC=CC=C1 2-(5-fluoro-2-(phenylamino)phenyl)ethane tert-butyl-4-(3-iodo-1H-pyrazol-1-yl)piperidine-1-carboxylate